2-(4-butoxyphenyl)-4-(4-ethylpiperazin-1-yl)pyrazolo[1,5-a]pyrazine C(CCC)OC1=CC=C(C=C1)C1=NN2C(C(=NC=C2)N2CCN(CC2)CC)=C1